C(=O)(O)C1CC2=CC(=CC=C2CC1)OC1=C(C=CC=C1)C1=C(C(=CC=C1)C)Cl 2-carboxy-7-((2'-chloro-3'-methyl-[1,1'-biphenyl]-2-yl)oxy)-1,2,3,4-tetrahydronaphthalene